NC1=C(C=C(C=N1)C1=CC=C(C=C1)C(=O)N1C[C@H]([C@H](C1)O)O)OC(C)C1=C(C(=CC=C1Cl)F)Cl (4-{6-amino-5-[1-(2,6-dichloro-3-fluoro-phenyl)-ethoxy]-pyridin-3-yl}-phenyl)-((3r,4s)-3,4-dihydroxy-pyrrolidin-1-yl)-methanone